N-[(5-methylfuran-2-yl)methyl]-3-[(6-methylpyridazin-3-yl)amino]benzamide CC1=CC=C(O1)CNC(C1=CC(=CC=C1)NC=1N=NC(=CC1)C)=O